[Si](C)(C)(C(C)(C)C)OC[C@H]1O[C@@H]([C@H]2[C@@H]1OC(O2)(C)C)C(O)C2=CC=C1C(=NC(=NN12)Cl)Cl ((3aS,4R,6R,6aR)-6-(((tert-butyldimethylsilyl)oxy)methyl)-2,2-dimethyltetrahydrofuro[3,4-d][1,3]dioxol-4-yl)(2,4-dichloropyrrolo[2,1-f][1,2,4]triazin-7-yl)methanol